2-(4-(trifluoromethoxy)phenoxy)-6,12-dihydrobenzo[c]acridin-7(5H)-one FC(OC1=CC=C(OC2=CC3=C(CCC=4C(C=5C=CC=CC5NC34)=O)C=C2)C=C1)(F)F